4-(4-(benzo[d]thiazol-5-ylamino)quinolin-7-yl)-N-ethyl-N-methylbenzamide S1C=NC2=C1C=CC(=C2)NC2=CC=NC1=CC(=CC=C21)C2=CC=C(C(=O)N(C)CC)C=C2